(R)-7-fluoro-5,6-dimethyl-9-(pyrrolidin-2-ylmethoxy)-6H-pyrido[4,3-b]carbazole FC1=CC(=CC=2C=3C=C4C(=C(C3N(C12)C)C)C=CN=C4)OC[C@@H]4NCCC4